4-(4,4-difluoropiperidin-3-yl)-2-methylpyridine FC1(C(CNCC1)C1=CC(=NC=C1)C)F